N-(6-methyl-2-(octahydro-5H-pyrrolo[3,2-c]pyridin-5-yl)pyrimidin-4-yl)-1H-indazol-5-amine CC1=CC(=NC(=N1)N1CC2C(CC1)NCC2)NC=2C=C1C=NNC1=CC2